FC(C(=O)O)(F)F.FC(C(=O)O)(F)F.C(N)(=N)C1=C(C=C(CNC([C@H](C)NC(=O)[C@@H]2NC[C@H](C2)C2=CC=CC=C2)=O)C=C1)F (2R,4R)-N-((S)-1-((4-Carbamimidoyl-3-fluorobenzyl)amino)-1-oxopropan-2-yl)-4-phenylpyrrolidine-2-carboxamide Di-trifluoroacetate salt